IC1=NN(C=2N=C(NC(C21)=O)C)C(C)C2=NC=C(C=C2)C(F)(F)F 3-Iodo-6-Methyl-1-(1-(5-(Trifluoromethyl)Pyridin-2-Yl)Ethyl)-1H-Pyrazolo[3,4-d]Pyrimidin-4(5H)-One